ClC=1C=C(C(=O)O)C=C(C1Cl)Cl 3,4,5-trichlorobenzoic acid